1'-acetyl-6-(4-amino-3-isopropyl-3H-imidazo[4,5-c]pyridin-6-yl)-3,3-dimethyl-1-((1s,3s)-3-(piperidin-1-yl)cyclobutyl)indolin-2-one C(C)(=O)CC1(C(N(C2=CC(=CC=C12)C1=CC2=C(C(=N1)N)N(C=N2)C(C)C)C2CC(C2)N2CCCCC2)=O)C